2-[(2S)-2-amino-3-fluoropropyl]-3-bromo-5-chloro-N-[(1,3-thiazol-2-yl)methyl]thieno[3,2-b]pyridin-7-amine dihydrochloride Cl.Cl.N[C@@H](CC1=C(C2=NC(=CC(=C2S1)NCC=1SC=CN1)Cl)Br)CF